trifluoromethylphosphine FC(F)(F)P